8-(2-Methoxy-4-trifluoromethyl-pyridin-3-yl)-1,4-dioxa-8-aza-spiro[4.5]decane COC1=NC=CC(=C1N1CCC2(OCCO2)CC1)C(F)(F)F